CS(=O)(=O)C1=CC(=NC2=C(N=CC=C12)C=1N(N=CC1)C1OCCCC1)N1CCOCC1 4-methanesulfonyl-2-(morpholin-4-yl)-8-[2-(tetrahydropyran-2-yl)-2H-pyrazol-3-yl]-[1,7]Naphthyridine